4-((R)-3-((cyclobutylmethyl)amino)piperidin-1-yl)-1-(1-(5-(5-(dimethylamino)pyridin-3-yl)-1,3,4-thiadiazol-2-yl)ethyl)pyridin-2(1H)-one C1(CCC1)CN[C@H]1CN(CCC1)C1=CC(N(C=C1)C(C)C=1SC(=NN1)C=1C=NC=C(C1)N(C)C)=O